N1-(6,6-difluorospiro-[3.3]heptan-2-yl)-N2-((S)-4-methyl-1-oxo-1-(((S)-3-oxo-1-((S)-2-oxopyrrolidin-3-yl)-4-(trifluoromethoxy)butan-2-yl)amino)pentan-2-yl)oxalamide FC1(CC2(CC(C2)NC(C(=O)N[C@H](C(N[C@@H](C[C@H]2C(NCC2)=O)C(COC(F)(F)F)=O)=O)CC(C)C)=O)C1)F